4-[6-(1-Cyanocyclopropyl)pyrazolo[1,5-a]pyridin-3-yl]-2-(difluoromethoxy)-N-[(1R,2S)-2-fluorocyclopropyl]-6-methoxy-benzamide C(#N)C1(CC1)C=1C=CC=2N(C1)N=CC2C2=CC(=C(C(=O)N[C@H]1[C@H](C1)F)C(=C2)OC)OC(F)F